2,2-difluoro-3-(1-methyl-5-oxo-1,5-dihydroimidazo[1,2-b]isoquinolin-10-yl)propanoate FC(C(=O)[O-])(CC1=C2N(C(C=3C=CC=CC13)=O)C=CN2C)F